FC(N1N=CC=C1)F 1-(difluoro-methyl)-pyrazol